methyl 1-((S)-2-(2-((S)-1-(2,3-difluorobenzyl)-5-oxopyrrolidin-2-yl)acetamido)-3-methylbutanamido)cyclopropane-1-carboxylate FC1=C(CN2[C@@H](CCC2=O)CC(=O)N[C@H](C(=O)NC2(CC2)C(=O)OC)C(C)C)C=CC=C1F